(1S,2R,3R,8S)-4-(Methoxycarbonyl)cubane-1-carboxylic acid COC(=O)C12C3C4C1C5C2C3C45C(=O)O